2-bromo-6-(3-(difluoromethoxy)tetrahydrofurane-3-yl)pyridine BrC1=NC(=CC=C1)C1(COCC1)OC(F)F